O1C(=CC=C1)CC(C)=O (2-FURYL)-2-PROPANONE